N-[5-[(5-chloropyridin-2-yl)methoxy]-1,3,4-thiadiazol-2-yl]-6-(hydroxymethyl)-4-(2-methoxyphenyl)pyridine-3-carboxamide ClC=1C=CC(=NC1)COC1=NN=C(S1)NC(=O)C=1C=NC(=CC1C1=C(C=CC=C1)OC)CO